1-methyl-4-[1-methyl-4-(3-{[1-methyl-5-(1-methylimidazole-2-amido)pyrrol-2-yl]formamido}propanamido)imidazole-2-amido]pyrrole CN1C=CC(=C1)NC(=O)C=1N(C=C(N1)NC(CCNC(=O)C=1N(C(=CC1)NC(=O)C=1N(C=CN1)C)C)=O)C